ClC1=C(C=C(C=C1)CC#N)F 2-(4-chloro-3-fluorophenyl)acetonitrile